OC1=C(C(=O)OC)C(=CC=C1)C(C)=NOC Methyl 2-hydroxy-6-(1-methoxyimino-ethyl)-benzoate